2-((6-chloro-2-methylpyrimidin-4-yl)amino)-N-(quinuclidine-3-yl)thiazole-5-carboxamide ClC1=CC(=NC(=N1)C)NC=1SC(=CN1)C(=O)NC1CN2CCC1CC2